(S)-3-(1-([1,1'-biphenyl]-4-yl)-2-oxo-1,2-dihydro-3H-imidazo[4,5-b]pyridin-3-yl)pyrrolidine-1-carboxylic acid tert-butyl ester C(C)(C)(C)OC(=O)N1C[C@H](CC1)N1C(N(C=2C1=NC=CC2)C2=CC=C(C=C2)C2=CC=CC=C2)=O